methyl 2-bromo-2-(4-nitrophenyl)acetate BrC(C(=O)OC)C1=CC=C(C=C1)[N+](=O)[O-]